FC(C1=CC=C(N=N1)N1C=CC2=C(C=CC=C12)CN1CCOCC1)(F)F 4-((1-(6-Trifluoromethylpyridazin-3-yl)-1H-indol-4-yl)methyl)morpholine